C(C)(=O)O[C@@]1([C@H](O[C@H]([C@@H]1OC(C)=O)N1C=CC2=C1N=CN=C2Cl)CO[Si](C2=CC=CC=C2)(C2=CC=CC=C2)C(C)(C)C)C (2R,3R,4R,5R)-2-(((tert-butyldiphenylsilyl)oxy)methyl)-5-(4-chloro-7H-pyrrolo[2,3-d]pyrimidin-7-yl)-3-methyltetrahydrofuran-3,4-diyl diacetate